3-(2-(dimethylamino)ethyl)-1H-indol-4-yl ((trimethylsilyl)methyl) carbonate C(OC1=C2C(=CNC2=CC=C1)CCN(C)C)(OC[Si](C)(C)C)=O